C(C)(C)O[C@@H]1CN(CC[C@H]1OC1=CC(=CC=C1)C(F)(F)F)C(=O)OC(C)(C)C |r| (±)-trans-tert-butyl 3-isopropoxy-4-(3-(trifluoromethyl)phenoxy)piperidine-1-carboxylate